1,4-bis[(3-ethyl-3-oxetanylmethyl)methoxymethyl]benzene C(C)C1(COC1)CC(C1=CC=C(C=C1)C(OC)CC1(COC1)CC)OC